9-[3-(dimethylamino) propyl]-13-methyl-8-oxo-6-{5-[(1-oxoicosyl) oxy] pentyl}-9,13-diaza-7-oxatetradec-1-yl icosanoate C(CCCCCCCCCCCCCCCCCCC)(=O)OCCCCCC(OC(N(CCCN(C)C)CCCN(C)C)=O)CCCCCOC(CCCCCCCCCCCCCCCCCCC)=O